fluoromethyl N-[6-(cyclopropylmethoxy)-5-(3-methoxyazetidin-1-yl)pyridine-2-carbonyl]-L-leucinate C1(CC1)COC1=C(C=CC(=N1)C(=O)N[C@@H](CC(C)C)C(=O)OCF)N1CC(C1)OC